ClC=1C=C(C=CC1F)NC(N([C@H]1C=2C(=CC(NC2CCC1)=O)C(F)(F)F)C)=O (R)-3-(3-chloro-4-fluorophenyl)-1-methyl-1-(2-oxo-4-(trifluoromethyl)-1,2,5,6,7,8-hexahydroquinolin-5-yl)urea